C1(CC1)C1=NC=NC(=C1C1=NN=C(C(N1C)=NCC1=CC=C(C=C1)C=1N(C=C(N1)C(F)(F)F)C(C)C)C)OC 3-(4-cyclopropyl-6-methoxypyrimidin-5-yl)-N-(4-(1-isopropyl-4-(trifluoromethyl)-1H-imidazol-2-yl)benzyl)-4,6-dimethyl-1,2,4-triazin-5(4H)-imine